[Pd].[Pt] platinum-palladium